Methyl 5-ethoxy-2-methylimidazo[1,2-c]quinazoline-8-carboxylate C(C)OC1=NC=2C=C(C=CC2C=2N1C=C(N2)C)C(=O)OC